BrC1=NC=CC(=C1OC)CO (2-bromo-3-methoxy-4-pyridyl)methanol